((((2R,3S,5R)-5-(6-amino-2-fluoro-9H-purin-9-yl)-2-ethynyl-3-hydroxytetrahydrofuran-2-yl)methoxy)(phenoxy)phosphoryl)-L-phenylalaninate NC1=C2N=CN(C2=NC(=N1)F)[C@H]1C[C@@H]([C@@](O1)(C#C)COP(=O)(OC1=CC=CC=C1)N[C@@H](CC1=CC=CC=C1)C(=O)[O-])O